methyl 1-(5-((3,4-difluorobenzyl)oxy)-2,3-dihydro-1H-inden-1-yl)azetidine-3-carboxylate FC=1C=C(COC=2C=C3CCC(C3=CC2)N2CC(C2)C(=O)OC)C=CC1F